(R)-4-(3-(6-(piperidin-3-ylamino)pyridin-2-yl)imidazo[1,2-a]pyrazin-6-yl)morpholin-3-one N1C[C@@H](CCC1)NC1=CC=CC(=N1)C1=CN=C2N1C=C(N=C2)N2C(COCC2)=O